2,6-di-tert-butyl-4-(4,6-di(octylthio)-1,3,5-triazin-2-ylamino)phenol C(C)(C)(C)C1=C(C(=CC(=C1)NC1=NC(=NC(=N1)SCCCCCCCC)SCCCCCCCC)C(C)(C)C)O